4-(4-(4-(5-(4-(cyanomethoxy)-2,3-difluorophenyl)-1-methyl-1H-imidazole-2-carboxamido)-2-methylbenzoyl)piperazine-1-carbonyl)-4-hydroxy-1,1-dimethylpiperidin-1-ium formate C(=O)[O-].C(#N)COC1=C(C(=C(C=C1)C1=CN=C(N1C)C(=O)NC1=CC(=C(C(=O)N2CCN(CC2)C(=O)C2(CC[N+](CC2)(C)C)O)C=C1)C)F)F